ClC1=CC=C(C(=N1)C)C1=NN(C(=N1)C(F)F)C 6-chloro-3-(5-(difluoromethyl)-1-methyl-1H-1,2,4-triazol-3-yl)-2-methylpyridine